C1(CC1)C=1C=NC2=CC=C(C=C2N1)C(C)N1C[C@@H](N(C[C@H]1C)C(=O)OC(C)(C)C)C tert-butyl (2S,5R)-4-(1-(3-cyclopropylquinoxalin-6-yl)ethyl)-2,5-dimethylpiperazine-1-carboxylate